FC=1C=C(C=CC1F)[C@H](NC(=O)N1[C@@H](C(NCC1)=O)C)C1=NC(=C(C=C1)F)C(F)(F)F (2R)-N-((S)-(3,4-difluorophenyl)(5-fluoro-6-(trifluoro-methyl)pyridin-2-yl)methyl)-2-methyl-3-oxopiperazine-1-carboxamide